C(CCCCCCCCC(=O)O)(=O)O.C(CCCC)(N)N pentanediamine sebacate